BrCC(=O)C1=CC=C(C=C1)C1=CC=C(C=C1)F 2-bromo-1-(4'-fluorobiphenyl-4-yl)ethanone